ClC=1C=C(NC2=NC=C(C=N2)B(O)O)C=CC1 [2-(3-chloroanilino)pyrimidin-5-yl]boronic acid